1,1'-bis-(di-phenylphosphino)-ferrocen C1(=CC=CC=C1)P([C-]1C=CC=C1)C1=CC=CC=C1.[C-]1(C=CC=C1)P(C1=CC=CC=C1)C1=CC=CC=C1.[Fe+2]